C[N+](C)(C)CCF.[Br-] 2-fluoro-N,N,N-trimethylethanaminium bromide